NC1=NC=CC2=C(C=CC=C12)NCC12CNC(C1)C2 4-(((1-aminoisoquinolin-5-yl)amino)methyl)-2-azabicyclo[2.1.1]hexan